7-chloro-5-(4-methoxyphenyl)-2-((4-methoxyphenyl)thio)-1-methyl-1,5-dihydro-4H-imidazo[4,5-c]quinolin-4-one ClC=1C=CC=2C3=C(C(N(C2C1)C1=CC=C(C=C1)OC)=O)N=C(N3C)SC3=CC=C(C=C3)OC